CC[Pb](CC)(CC)CC The molecule is an organolead compound consisting of four ethyl groups joined to a central lead atom. It derives from a hydride of a plumbane.